C(CCCCCCCCCCCCC)=O 1-Tetradecanal